methyl dec-9-enecarboxylate C(CCCCCCCC=C)C(=O)OC